6-(6-(4-((3-(2,6-dioxopiperidin-3-yl)benzyl)(methyl)amino)piperidin-1-yl)pyridin-3-yl)-1-isopropyl-N-((6-methyl-2-oxo-4-propyl-1,2-dihydropyridin-3-yl)methyl)-1H-indazole-4-carboxamide O=C1NC(CCC1C=1C=C(CN(C2CCN(CC2)C2=CC=C(C=N2)C=2C=C(C=3C=NN(C3C2)C(C)C)C(=O)NCC=2C(NC(=CC2CCC)C)=O)C)C=CC1)=O